C(C1=CC=CC=C1)OC=1C(=C(C(=NC1)F)Cl)[C@@H](CCC=C)NC1=CC=C(C=C1)OC (R)-N-(1-(5-(benzyloxy)-3-chloro-2-fluoropyridin-4-yl)pent-4-en-1-yl)-4-methoxyaniline